(2S)-2-amino-N-[(1S)-1-{[4-(hydroxymethyl)phenyl]carbamoyl}ethyl]-3-methylbutanamide N[C@H](C(=O)N[C@@H](C)C(NC1=CC=C(C=C1)CO)=O)C(C)C